ClC=1C(=NC=CC1)N1N=C(C=C1C1=NC2=C(C(O1)=O)C=C(C=C2C)I)CN2N=C(N=N2)C2=CC=C(C=C2)C(F)(F)F 2-[2-(3-chloro-2-pyridyl)-5-[[5-[4-(trifluoromethyl)phenyl]tetrazol-2-yl]methyl]pyrazol-3-yl]-6-iodo-8-methyl-3,1-benzoxazin-4-one